ClC=1C2=CN(N=C2C=CC1C1=NNC2=NC(=CN=C21)N2C[C@H]1C([C@H]1C2)(C=2SC=C(N2)C(F)(F)F)CN)C ((1R,5S,6r)-3-(3-(4-chloro-2-methyl-2H-indazol-5-yl)-1H-pyrazolo[3,4-b]pyrazin-6-yl)-6-(4-(trifluoromethyl)thiazol-2-yl)-3-azabicyclo[3.1.0]hexan-6-yl)methanamine